N1(N=NC=C1)CCCCC1=C(C=CC=C1)O [4-(1H-1,2,3-triazol-1-yl)butyl]phenol